(S)-5-(methylcarbamoyl)-6-oxo-1-(1-(m-tolyl)ethyl)-1,6-diHydropyridine-3-carboxylic acid methyl ester COC(=O)C1=CN(C(C(=C1)C(NC)=O)=O)[C@@H](C)C=1C=C(C=CC1)C